dibenzyl (S)-(4-((3,4-dimethyl-2-oxo-7-((2,4,6-trifluorobenzyl) carbamoyl)-3,4-dihydroquinazolin-1(2H)-yl) methyl)-3,5-difluorophenyl) phosphite P(OCC1=CC=CC=C1)(OCC1=CC=CC=C1)OC1=CC(=C(C(=C1)F)CN1C(N([C@H](C2=CC=C(C=C12)C(NCC1=C(C=C(C=C1F)F)F)=O)C)C)=O)F